methyl (1s,3r,5R,7S)-3-(hydroxymethyl)adamantane-1-carboxylate OCC12CC3(C[C@@H](C[C@H](C1)C3)C2)C(=O)OC